FC1=C(C=C(OC2=CC=C(C=N2)COC=2C=C3N(C(N2)=O)CC2N3CCC2)C=C1)C(F)(F)F 3-((6-(4-fluoro-3-(trifluoromethyl)phenoxy)pyridin-3-yl)methoxy)-7,8,8a,9-tetrahydropyrrolo[1',2':3,4]imidazo[1,2-c]pyrimidin-1(6H)-one